7-p-menthanol C1(CCC(CC1)C(C)C)CO